1,2-di(pyridin-2-yl)disulfane bis((7-(4-(4-(benzo[b]thiophen-4-yl)piperazin-1-yl)butoxy)-2-oxoquinolin-1(2H)-yl)methyl)hexadecanedioate zinc compound with hydrochloric acid Cl.[Zn].S1C2=C(C=C1)C(=CC=C2)N2CCN(CC2)CCCCOC2=CC=C1C=CC(N(C1=C2)COC(CCCCCCCCCCCCCCC(=O)OCN2C(C=CC1=CC=C(C=C21)OCCCCN2CCN(CC2)C2=CC=CC=1SC=CC12)=O)=O)=O.N1=C(C=CC=C1)SSC1=NC=CC=C1